(2S)-trifluoromethylpyrrolidine FC(F)(F)N1CCCC1